FC1(C(CN(CC1)C1=NC2=CC(=CC=C2C=C1C(=O)NC1=CC(=NC=C1)S(N)(=O)=O)C)C)F 2-(4,4-difluoro-3-methylpiperidin-1-yl)-7-methyl-N-(2-sulfamoylpyridin-4-yl)quinoline-3-carboxamide